(R)-2-((1-methyl-1H-pyrazol-4-yl)amino)-4-((2-phenyl-propyl)amino)pyrimidin-5-carboxamide CN1N=CC(=C1)NC1=NC=C(C(=N1)NC[C@H](C)C1=CC=CC=C1)C(=O)N